5-(2-chloro-3-fluoro-4-methoxy-phenyl)-N-[3-chloro-4-[4-[(2R,4R)-4-hydroxypyrrolidine-2-carbonyl]piperazine-1-carbonyl]phenyl]-1-methyl-imidazole-2-carboxamide formate C(=O)O.ClC1=C(C=CC(=C1F)OC)C1=CN=C(N1C)C(=O)NC1=CC(=C(C=C1)C(=O)N1CCN(CC1)C(=O)[C@@H]1NC[C@@H](C1)O)Cl